ClC1=CNC2=NC=CC(=C21)OC2=CC(=C(C=C2)NC(=O)NC2=CC(=C(C=C2)OC2C(CN(CC2)C)F)C(F)(F)F)F 1-(4-((3-chloro-1H-pyrrolo[2,3-b]pyridin-4-yl)oxy)-2-fluorophenyl)-3-(4-((3-fluoro-1-methylpiperidin-4-yl)oxy)-3-(trifluoromethyl)phenyl)urea